(7S)-3-bromo-7-methyl-5-[4-(trifluoromethyl)phenyl]-6,7-dihydropyrazolo[1,5-a]pyrazin-4(5H)-one BrC=1C=NN2C1C(N(C[C@@H]2C)C2=CC=C(C=C2)C(F)(F)F)=O